C(C1CO1)OC1C(C)O1 3-epoxypropyl glycidyl ether